C(C)N(C1=CC(=CC(=C1)N1CCOCC1)I)CC N,N-diethyl-3-iodo-5-morpholinoaniline